(S)-2-(4-(5-((1-acryloylpyrrolidin-2-yl)methoxy)-6-aminopyrimidin-4-yl)-3-methylpyridin-2-yl)-7,7-dimethyl-3,4,7,8-tetrahydro-2H-cyclopenta[4,5]pyrrolo[1,2-a]pyrazin-1(6H)-one C(C=C)(=O)N1[C@@H](CCC1)COC=1C(=NC=NC1N)C1=C(C(=NC=C1)N1C(C=2N(CC1)C1=C(C2)CC(C1)(C)C)=O)C